3-methyl-3-(3,4,5-trimethoxyphenyl)but-1-yn CC(C#C)(C)C1=CC(=C(C(=C1)OC)OC)OC